C(=C)NC(CC)=O N-vinyl-propionamide